N=1C=NN2C1C=CC(=C2)C2=CNC=1N=C(N=CC12)NC1CCC2(CCO2)CC1 5-([1,2,4]triazolo[1,5-a]pyridin-6-yl)-N-((4r,7r)-1-oxaspiro[3.5]nonan-7-yl)-7H-pyrrolo[2,3-d]pyrimidin-2-amine